C(C)(C)(C)OC(=O)N1CC(C1)C=1C=CC(=NC1)N1C(C(=CC=C1)N)=O 3-(3-Amino-2-oxo-2H-[1,2'-bipyridyl]-5'-yl)azetidine-1-carboxylic acid tert-butyl ester